C1(CC1)CNC(C(=O)OCC)=O ethyl 2-(cyclopropylmethylamino)-2-oxoacetate